Natrium butylallylsulfonat C(CCC)C=CCS(=O)(=O)[O-].[Na+]